O1CCN(CC1)CC=1C=C(N)C=CC1 3-(morpholinomethyl)aniline